[Si](C)(C)(C(C)(C)C)OC1CC(C1)CO ((1r,3r)-3-((tert-butyldimethylsilyl)oxy)cyclobutyl)methanol